N-(1-cyclopropyl-2-oxo-3-pyridyl)-2-[4-(hydroxymethyl)cyclohexyl]-7-isopropoxy-imidazo[1,2-a]pyridine-6-carboxamide C1(CC1)N1C(C(=CC=C1)NC(=O)C=1C(=CC=2N(C1)C=C(N2)C2CCC(CC2)CO)OC(C)C)=O